5-chloro-7-(3,3-difluoro-4,4-dimethylpyrrolidin-1-yl)pyrazolo[1,5-a]pyrimidine ClC1=NC=2N(C(=C1)N1CC(C(C1)(C)C)(F)F)N=CC2